1-(cyclopent-1-en-1-yl)-4,6-dimethyl-2-oxo-1,2-dihydropyridine-3-carboxylic acid ethyl ester C(C)OC(=O)C=1C(N(C(=CC1C)C)C1=CCCC1)=O